O1C=CC2=C1C(=CC=C2)CN2C1=C(SCC2=O)SC(=C1)C(=O)OC methyl 1-(benzofuran-7-ylmethyl)-2-oxo-2,3-dihydro-1H-thieno[2,3-b][1,4]thiazine-6-carboxylate